1,2-difluoroacetaldehyde FC(CF)=O